OCC1=CC=C(C=C1)NC([C@H](CCCNC(=O)N)NC([C@H](C(C)C)NC(OCCC#C)=O)=O)=O But-3-yn-1-yl ((S)-1-(((S)-1-((4-(hydroxymethyl)phenyl)amino)-1-oxo-5-ureidopentan-2-yl)amino)-3-methyl-1-oxobutan-2-yl)carbamate